N-(2-(Piperidin-1-yl)-4-((4-(trifluoromethyl)benzyl)amino)phenyl)heptanamid N1(CCCCC1)C1=C(C=CC(=C1)NCC1=CC=C(C=C1)C(F)(F)F)NC(CCCCCC)=O